CNC(=O)C1=CC=C(C=C1)NC(=O)C1=CC=2N(C=C1)N=CC2C=2C=C1C(=NC2)NC=C1 N-(4-(methylcarbamoyl)phenyl)-3-(1H-pyrrolo[2,3-b]pyridin-5-yl)pyrazolo[1,5-a]pyridine-5-carboxamide